N(N)C=1C=CC(=NC1)OC1CC1 5-hydrazinyl-2-cyclopropoxypyridine